triazolo[4,5-d]pyrimidin-7-one N=1N=NC2=NC=NC(C21)=O